FC=1C(=NC(=NC1)N1CCC(CC1)C(=O)Cl)C1=NC=NN1C 1-(5-fluoro-4-(1-methyl-1H-1,2,4-triazol-5-yl)pyrimidin-2-yl)piperidine-4-carbonyl chloride